C(CC)(=O)O[C@@H](CN1CCC(CC1)NC1=C2C=C(N(C2=CC=C1)CC(F)(F)F)I)COC (S)-1-(4-((2-iodo-1-(2,2,2-trifluoroethyl)-1H-indol-4-yl)amino)piperidin-1-yl)-3-methoxypropan-2-yl propionate